2-{[N-(5,6-dimethoxybenzothiazol-2-yl)carbamoyl]methyl}benzoic acid COC=1C(=CC2=C(N=C(S2)NC(=O)CC2=C(C(=O)O)C=CC=C2)C1)OC